Cl[Al-](Cl)(Cl)Cl.C(CCCCCCCCCCC)N1C=[N+](C=C1)C 1-dodecyl-3-methylimidazolium tetrachloroaluminate